NC1=CC(=C(CC2=CC=C(C(=C2)C2=CC(=CC=C2)OC(F)F)O)C(=C1)Cl)Cl 5-(4-amino-2,6-dichlorobenzyl)-3'-(difluoromethoxy)-[1,1'-biphenyl]-2-ol